C12(CC(C1)C2)N(C(=O)C2=C(C=C1N=C(C=3N(C1=C2)C=NC3)NC(OC(C)(C)C)=O)F)CC3=C(C=C(C=C3)Br)F tert-butyl (8-(bicyclo[1.1.1]pentan-1-yl(4-bromo-2-fluorobenzyl)carbamoyl)-7-fluoroimidazo[1,5-a]quinoxalin-4-yl)carbamate